N,1-dimethyl-2-[2-(2,2,2-trifluoroethylamino)pyrimidin-4-yl]pyrrolo[3,2-c]pyridin-6-amine CNC1=CC2=C(C=N1)C=C(N2C)C2=NC(=NC=C2)NCC(F)(F)F